(E)-4-cyclobutoxy-6-(3-(2-(5-cyclopropyl-3-(2-(trifluoromethyl)phenyl)isoxazol-4-yl)vinyl)azetidin-1-yl)quinoline-2-carboxylic acid C1(CCC1)OC1=CC(=NC2=CC=C(C=C12)N1CC(C1)\C=C\C=1C(=NOC1C1CC1)C1=C(C=CC=C1)C(F)(F)F)C(=O)O